1,1'-bis(t-butylphosphino)ferrocene palladium (II) [Pd+2].C(C)(C)(C)P[C-]1C=CC=C1.[C-]1(C=CC=C1)PC(C)(C)C.[Fe+2]